(R)-4-(4-(5-chloro-4-(((R)-1-(2,4-dichlorophenyl)ethyl)amino)pyrimidin-2-yl)piperazine-1-carbonyl)-1-methylimidazolidin-2-one ClC=1C(=NC(=NC1)N1CCN(CC1)C(=O)[C@@H]1NC(N(C1)C)=O)N[C@H](C)C1=C(C=C(C=C1)Cl)Cl